NC1=C(C(=NN1C1CCOCC1)C1=C(C=C(C=C1)CNC(C1=C(C=CC(=C1)F)OC)=O)F)C#N N-[[4-(5-amino-4-cyano-1-tetrahydropyran-4-yl-pyrazol-3-yl)-3-fluoro-phenyl]methyl]-5-fluoro-2-methoxy-benzamide